2-(6-((R)-3-Methylmorpholino)-2-(methylthio)pyrimidin-4-yl)tetrahydrothiophene 1,1-dioxide C[C@@H]1COCCN1C1=CC(=NC(=N1)SC)C1S(CCC1)(=O)=O